CC1(C(CC2=CC=CC=C12)NC=1C=CC(=NC1)[C@@H](C(F)(F)F)N(C(=O)C1CC(C1)N(C)C)C)C N-((1S)-1-(5-((1,1-dimethyl-2,3-dihydro-1H-inden-2-yl)amino)pyridin-2-yl)-2,2,2-trifluoroethyl)-3-(dimethylamino)-N-methylcyclobutane-1-carboxamide